FC(C(=O)O)(F)F.NC=1C(=NC(=CN1)C1=C(C=CC(=C1)[C@@](C(F)F)(CO)O)C)C(=O)NC(C)C (S)-3-Amino-6-(5-(1,1-difluoro-2,3-dihydroxypropan-2-yl)-2-methylphenyl)-N-isopropylpyrazine-2-carboxamide, trifluoroacetate salt